Br.ClC1=C(C=CC=C1Cl)N1CCN(CC1)CC[C@@H]1C[C@H](C1)NC(=O)C=1OC=CN1 N-(trans-3-(2-(4-(2,3-dichlorophenyl)piperazin-1-yl)ethyl)cyclobutyl)oxazole-2-carboxamide hydrobromide